NC1=CC=C(C=C1)C1=C2NC(=C1)C=C1C=CC(=N1)C=C1C=CC(N1)=CC=1C=CC(N1)=C2 (4-aminophenyl)-porphyrin